CC(C)OC(=O)C1(CC(C1)(OC)OC)NC(=O)OCC1=CC=CC=C1 1-{[(benzyloxy)carbonyl]amino}-3,3-dimethoxycyclobutane-1-carboxylic acid propan-2-yl ester